ethyl (R,E)-4-((1S,3S,4S)-2-((3-chlorophenyl)-D-leucyl)-5,5-difluoro-2-azabicyclo[2.2.2]octane-3-carboxamido)-2-fluoro-5-((R)-2-oxopyrrolidin-3-yl)pent-2-enoate ClC=1C=C(C=CC1)N[C@H](CC(C)C)C(=O)N1[C@@H]2CC([C@H]([C@H]1C(=O)N[C@@H](/C=C(\C(=O)OCC)/F)C[C@@H]1C(NCC1)=O)CC2)(F)F